3,5-dichloro-6-methylpyrazine-2-carbonitrile ClC=1C(=NC(=C(N1)Cl)C)C#N